FC=1C=C(C=CC1F)CN1C(C=2N(CC1CO)C=C(N2)C2=NC(=NC=C2C)SC)=O 7-[(3,4-difluorophenyl)methyl]-6-(hydroxymethyl)-2-(5-methyl-2-methylsulfanyl-pyrimidin-4-yl)-5,6-dihydroimidazo[1,2-a]pyrazin-8-one